2-(4-hydroxy-3,5-dimethylphenyl)-5,7-dimethoxy-3,4-dihydroquinazolin-4-one OC1=C(C=C(C=C1C)C1=NC2=CC(=CC(=C2C(N1)=O)OC)OC)C